ClCC=CC1=CC=CC=C1.C1(=CC=CC=C1)O.C1(=CC=CC=C1)O bisphenol compound with chloromethylstyrene